ClC1=C(C=CC(=C1O)F)C1=NN=C(S1)CN1C2(CC2)C(N(C1=O)[C@H](C(F)(F)F)C1=C(C=C(C=C1)F)F)=O (S)-4-((5-(2-chloro-4-fluoro-3-hydroxyphenyl)-1,3,4-thiadiazol-2-yl)methyl)-6-(1-(2,4-difluorophenyl)-2,2,2-trifluoroethyl)-4,6-diazaspiro[2.4]heptane-5,7-dione